1-[[hydroxyl][[trifluoromethyl]ethyl]]-1,3,5-triazine OC(CN1CN=CN=C1)C(F)(F)F